3,4-dichloro-N-{4-[1-(propylcarbamoyl)cyclobutyl]phenyl}benzamide ClC=1C=C(C(=O)NC2=CC=C(C=C2)C2(CCC2)C(NCCC)=O)C=CC1Cl